2-(2-ethylhexyl-oxy)-4-nitroaniline C(C)C(COC1=C(N)C=CC(=C1)[N+](=O)[O-])CCCC